1-(tert-butyl) 3-methyl 3-(3,4-dichlorophenyl)pyrrolidine-1,3-dicarboxylate ClC=1C=C(C=CC1Cl)C1(CN(CC1)C(=O)OC(C)(C)C)C(=O)OC